COCCOC=1N=C(C2=C(N1)C=NC(=C2)N2CCCC2)N[C@H](C)C2=CC(=CC(=C2)C(F)(F)F)[N+](=O)[O-] (R)-2-(2-methoxyethoxy)-N-(1-(3-nitro-5-(trifluoromethyl)phenyl)ethyl)-6-(pyrrolidin-1-yl)pyrido[3,4-d]pyrimidin-4-amine